C(C)(C)(C)OC(=O)N1CCC(CC1)OCCOCCOCCOCCOCCOCCOCCN.FC(F)(F)OS(ON1C(CCC1=O)=O)(=O)=O N-(trifluoromethylsulfoxy)succinimide tert-butyl-4-[2-[2-[2-[2-[2-[2-(2-aminoethoxy)ethoxy]ethoxy]ethoxy]ethoxy]ethoxy]ethoxy]piperidine-1-carboxylate